5-(2-fluoroethoxy)-4,6-dimethoxypyrimidine-2-amine FCCOC=1C(=NC(=NC1OC)N)OC